5-(5-cyclopropyl-1,3,4-oxadiazol-2-yl)-4-fluoro-2-methylaniline C1(CC1)C1=NN=C(O1)C=1C(=CC(=C(N)C1)C)F